CC(C)(O)O 2,2-propandiol